OC1=C(C=CC(=C1)O)C(=O)C1=C(C=C(C=C1)O)O bis(2,4-dihydroxyphenyl)-methanone